C[Zr-4](C1C(=CC2=C(C=3CCCC3C=C12)Br)C)(C1C=C(C=C1)CCCC)(=[Si](C)C)(C)(C)C Tetramethyldimethylsilylene(3-n-butyl-cyclopentadienyl)(2-methyl-4-bromo-1,5,6,7-tetrahydro-s-indacenyl)zirconium (IV)